2,2,3,3-tetramethylcyclopropanecarboxylic acid CC1(C(C1(C)C)C(=O)O)C